tert-butyl 2'-[5-(trifluoromethyl)pyridin-3-yl]-5',6'-dihydrospiro[azetidine-3,4'-pyrrolo[1,2-b]pyrazole]-1-carboxylate FC(C=1C=C(C=NC1)C=1C=C2N(N1)CCC21CN(C1)C(=O)OC(C)(C)C)(F)F